O=S1(CCCC2=CC(=CC=C12)NC1=NC=C(C(=N1)N[C@H](CO)C1=CC=CC=C1)C=1OC(=NN1)C(C)C)=O (2S)-2-[[2-[(1,1-dioxo-3,4-dihydro-2H-thiochromen-6-yl)amino]-5-(5-isopropyl-1,3,4-oxadiazol-2-yl)pyrimidin-4-yl]amino]-2-phenyl-ethanol